CN1C=NC=C1CO (1-methyl-1H-imidazol-5-yl)methanol